C1C2C=CC1[C@H]([C@@H]2P(C3=CC=CC=C3)C4=CC=CC=C4)P(C5=CC=CC=C5)C6=CC=CC=C6 (2R,3R)-(-)-2,3-bis(diphenylphosphino)bicyclo[2.2.1]hept-5-ene